C(C)(C)(C)N(CC(=O)N1[C@H](CN([C@@H](C1)C)C1=CC=C2C(=N1)C(=C(N2)C=2C(=C(C=1N(C2)N=CN1)C)C)C(C)C)C)C 2-[tert-butyl(methyl)amino]-1-[(2S,5R)-4-(2-{7,8-dimethyl-[1,2,4]triazolo[1,5-a]pyridin-6-yl}-3-(propan-2-yl)-1H-pyrrolo[3,2-b]pyridin-5-yl)-2,5-dimethylpiperazin-1-yl]ethan-1-one